BrC=1C=CC=C2C(=NN(C12)C1OCCCC1)NC[C@@H](CN1CC2=CC=CC=C2CC1)O (2S)-1-((7-bromo-1-(tetrahydro-2H-pyran-2-yl)-1H-indazol-3-yl)amino)-3-(3,4-dihydroisoquinolin-2(1H)-yl)propan-2-ol